ClC1=C(C=CC(=C1)CN(C(OC(C)(C)C)=O)CCC(=O)NCCCNC1=C2C=NN(C2=CC(=C1)C=1C=NOC1)C1OCCCC1)C1=CC=CC=C1 tert-butyl ((2-chloro-[1,1'-biphenyl]-4-yl)methyl)(3-((3-((6-(isoxazol-4-yl)-1-(tetrahydro-2H-pyran-2-yl)-1H-indazol-4-yl)amino)propyl)amino)-3-oxopropyl)carbamate